N-methyl-8-oxa-2,20,24,28-tetrazapentacyclo[16.6.2.13,7.111,15.022,26]octacosa-1(25),3,5,7(28),11,13,15(27),18,20,22(26),23-undecaen-16-yn-21-amine CNC1=NC=C2C#CC=3C=CC=C(CCOC=4C=CC=C(NC=5N=CC1=C2C5)N4)C3